4-tert-butylbenzylmethylamine C(C)(C)(C)C1=CC=C(CNC)C=C1